ClC1=C(C=C(C=C1)F)[C@H]([C@@H](C)C=1N(C(C(=C(N1)C(=O)NC=1C=NOC1)O)=O)C)C=1C(=NN(C1)C)C#N 2-((1r,2r)-1-(2-chloro-5-fluorophenyl)-1-(3-cyano-1-methyl-1H-pyrazol-4-yl)propan-2-yl)-5-hydroxy-N-(isoxazol-4-yl)-1-methyl-6-oxo-1,6-dihydropyrimidine-4-carboxamide